methyl 2-[(3R)-4-[4-benzyloxy-1-(2,4-difluorophenyl)pyrazolo[3,4-d]pyrimidin-6-yl]morpholin-3-yl]acetate C(C1=CC=CC=C1)OC1=C2C(=NC(=N1)N1[C@@H](COCC1)CC(=O)OC)N(N=C2)C2=C(C=C(C=C2)F)F